p-hydroxyphenyltrimethoxysilane OC1=CC=C(C=C1)[Si](OC)(OC)OC